C(C)(C)(C)SC(C(=O)OCC)CC(C)=O ethyl (tert-butylsulfanyl)-4-oxopentanoate